N1CCC12CCN(C2)C2=C1C(=NC=C2)NC=C1 4-(1,7-diazaspiro[3.4]octan-7-yl)-1H-pyrrolo[2,3-b]pyridin